ClC1=CC=C(C=C1)NC(C1=CC=C(C=C1)C1C(NC(NC1=O)=O)=O)=O N-(4-Chlorophenyl)-4-(2,4,6-trioxohexahydropyrimidin-5-yl)benzamide